ClC1=NCCSC1 5-chloro-3,6-dihydro-2H-1,4-thiazine